Methyl 2-((2-(((tert-butoxycarbonyl)(2-(6-methoxy-3-nitropyridin-2-yl)ethyl)-amino)methyl)-3,4-difluorophenyl)amino)-5-chloro-4-fluorobenzoate C(C)(C)(C)OC(=O)N(CCC1=NC(=CC=C1[N+](=O)[O-])OC)CC1=C(C=CC(=C1F)F)NC1=C(C(=O)OC)C=C(C(=C1)F)Cl